6-[methyl-(2-{2-[2-({2-methyl-8-[4-(trifluoromethyl)-phenyl]-2H,8H-pyrazolo[3,4-b]indol-5-yl}formamido)ethoxy]ethoxy}ethyl)-carbamoyl]hexanoic acid CN(C(=O)CCCCCC(=O)O)CCOCCOCCNC(=O)C=1C=C2C=3C(N(C2=CC1)C1=CC=C(C=C1)C(F)(F)F)=NN(C3)C